5-(3-(2-fluoroethyl)-2-methyl-3H-imidazo[4,5-b]pyridin-5-yl)-N-(cis-4-methoxycyclohexyl)pyrrolo[2,1-f][1,2,4]triazin-2-amine FCCN1C(=NC=2C1=NC(=CC2)C=2C=CN1N=C(N=CC12)N[C@@H]1CC[C@@H](CC1)OC)C